C(C(=C)C)(=O)OCC(CC(C(C(C(F)(F)F)(C(F)(F)F)F)(F)F)(F)F)O 3-(perfluoro-3-methylbutyl)-2-hydroxypropyl methacrylate